C(\C=C\C(=O)O)(=O)O.CN(CCC(C(C)C)N1CC2(C1)CN(CC2)C=2N=CN=NC2OC2=C(C(=O)N(C(C)C)CC)C=C(C=C2)F)C 2-((5-(2-(1-(dimethylamino)-4-methylpentan-3-yl)-2,6-diazaspiro[3.4]octan-6-yl)-1,2,4-triazin-6-yl)oxy)-N-ethyl-5-fluoro-N-isopropylbenzamide fumarate